FC(C)(C)C1=CC=CC(=N1)C(=O)NC1=CC2=CN(N=C2C=C1C(=O)OC)C1CCC(CC1)CO Methyl 5-[[6-(1-fluoro-1-methyl-ethyl)pyridine-2-carbonyl]amino]-2-[4-(hydroxylmethyl) cyclohexyl]indazole-6-carboxylate